NCC(=O)NCCCC1=CC=CC=C1 2-amino-N-(3-phenylpropyl)acetamide